2,3-bis(2-methoxy-4-nitro-5-sulfophenyl)-2H-tetrazolium-5-carboxanilide COC1=CC(=C(C=C1N2N=C(N=[N+]2C3=CC(=C(C=C3OC)[N+](=O)[O-])S(=O)(=O)[O-])C(=O)NC4=CC=CC=C4)S(=O)(=O)[O-])[N+](=O)[O-].[Na+]